C(C)C1=CN=C(NC1=O)C12CC(C(C1)C2)N2CCN(CC2)C=2C=CC(=NC2F)C(=O)NC 5-(4-(4-(5-ethyl-6-oxo-1,6-dihydropyrimidin-2-yl)bicyclo[2.1.1]hexan-2-yl)piperazin-1-yl)-6-fluoro-N-methylpicolinamide